C(C)NC(=O)NC1=NC=CC(=C1)CN1CCN(CC1)C=1C(=NC(=CC1)C(CC)=O)C 1-ethyl-3-(4-((4-(2-methyl-6-propionylpyridin-3-yl)piperazin-1-yl)methyl)pyridin-2-yl)urea